BrC1=CC(=C2C=3C(C4=C(C(C3NC2=C1)(C)C)C=C(C(=C4)CC)C(C)(C)C)=O)N4CCC(CC4)N4CCN(CC4)C4CC4 3-bromo-8-tert-butyl-(4-(4-cyclopropylpiperazin-1-yl)piperidine-1-yl)-9-ethyl-6,6-dimethyl-5,6-dihydro-11H-benzo[b]carbazol-11-one